platinum ytterbium [Yb].[Pt]